trihexoxyaluminum C(CCCCC)O[Al](OCCCCCC)OCCCCCC